3-(5-(4-((4-azaspiro[2.5]oct-4-yl)methyl)-1-(oxetan-3-yl)-1H-pyrrolo[2,3-b]pyridin-6-yl)-1-oxoisoindolin-2-yl)piperidine-2,6-dione C1CC12N(CCCC2)CC2=C1C(=NC(=C2)C=2C=C3CN(C(C3=CC2)=O)C2C(NC(CC2)=O)=O)N(C=C1)C1COC1